C(C1=CC=CC=C1)OC(=O)N1[C@@H]2C[C@H]([C@H](C1)C2)OCC=2C(=NOC2C2CC2)C2NCOC2 (1S,4S,5R)-5-[[5-cyclopropyl-3-(oxazolidin-4-yl)-1,2-oxazol-4-yl]methoxy]-2-azabicyclo[2.2.1]heptane-2-carboxylic acid benzyl ester